NC1=NC=CC=C1C1=NC=2C(=NC(=CC2)C2=CC=CC=C2)N1C1=CC=C(CN2CC3(CN(C3)C(=O)C3=CC(=C(C=O)C=C3)O)CC2)C=C1 4-(6-(4-(2-(2-Aminopyridin-3-yl)-5-phenyl-3H-imidazo[4,5-b]pyridin-3-yl)benzyl)-2,6-diazaspiro[3.4]octane-2-carbonyl)-2-hydroxybenzaldehyde